N-(3-(2-((5-(4-methylpiperazin-1-yl)pyridin-2-yl)amino)quinazolin-8-yl)phenyl)acrylamide CN1CCN(CC1)C=1C=CC(=NC1)NC1=NC2=C(C=CC=C2C=N1)C=1C=C(C=CC1)NC(C=C)=O